C(CCCC=C)NC(=O)N 1-(5-hexenyl)urea